C(C1=CC=CC=C1)(=O)C1=C(C(=O)NC=2C=C3C(=CNC3=CC2)C2CCN(CC2)CCCCC)C=CC=C1 5-(2-(benzoyl)benzoyl)amino-3-(1-pentylpiperidin-4-yl)-1H-indole